5-(4-Chloro-2-methyl-5-{[(1S)-1-(piperidin-4-yl)ethyl]amino}phenyl)-1,3,4-oxadiazol-2(3H)-one ClC1=CC(=C(C=C1N[C@@H](C)C1CCNCC1)C1=NNC(O1)=O)C